2,4-DIFLUORO-6-HYDROXYPHENYLBORONIC ACID FC1=C(C(=CC(=C1)F)O)B(O)O